C(C=C)(=O)O.C(C=C)(=O)O.C(C=C)(=O)O.C(C=C)(=O)O.CC(C(C)(C)C)(C)C Tetramethylbutane tetraacrylate